(rac)-3-(4-Chlorophenyl)-2-hydroxy-N-(5-methyl-1-(pyridin-4-yl)-1H-pyrazol-4-yl)propanamide ClC1=CC=C(C=C1)C[C@H](C(=O)NC=1C=NN(C1C)C1=CC=NC=C1)O |r|